3,4-dibromo-2,5-dimethylthiophene BrC1=C(SC(=C1Br)C)C